BrC1=NN(C(=C1C(F)(F)F)NC(C1=CC(=NC=C1)C(F)(F)F)=O)C N-(3-bromo-1-methyl-4-(trifluoromethyl)-1H-pyrazol-5-yl)-2-(trifluoromethyl)isonicotinamide